ClC1=C(C(=CC=C1)C)C1=NOC(=C1CO[C@H]1[C@@H]2CN([C@H](C1)C2)C2=C(C=C(C(=O)O)C=C2)F)C2CC2 4-[(1S,4S,5R)-5-[[3-(2-chloro-6-methylphenyl)-5-cyclopropyl-1,2-oxazol-4-yl]methoxy]-2-azabicyclo[2.2.1]heptan-2-yl]-3-fluorobenzoic acid